NC1=C2C(=NC=N1)N(N=C2C2=CC=C(CNC(C1=C(C=CC(=C1)F)OC)=O)C=C2)C2CCC(CC2)O N-(4-(4-amino-1-((1R,4R)-4-hydroxycyclohexyl)-1H-pyrazolo[3,4-d]pyrimidin-3-yl)benzyl)-5-fluoro-2-methoxybenzamide